5-ethynylnaphthalen-1-ol C(#C)C1=C2C=CC=C(C2=CC=C1)O